[Si](C)(C)(C(C)(C)C)OC/C=C/B(O)O (e)-3-(tert-butyldimethylsilyloxy)propene-1-yl-boronic acid